OC=1C=C(C=CC1)CCNC(OC(C)(C)C)=O tert-butyl [2-(3-hydroxyphenyl)ethyl]carbamate